2-[[(1R)-1-[6-methyl-2-morpholino-4-oxo-3-(2,2,2-trifluoroethyl)quinazolin-8-yl]ethyl]amino]benzoic acid CC=1C=C2C(N(C(=NC2=C(C1)[C@@H](C)NC1=C(C(=O)O)C=CC=C1)N1CCOCC1)CC(F)(F)F)=O